NC(C([C@H](C[C@H]1C(NCC1)=O)NC([C@H](CC(C)C)NC(OC(CC1=CC=CC=C1)(C)C)=O)=O)=O)=O 2-methyl-1-phenylpropan-2-yl ((S)-1-(((S)-4-amino-3,4-dioxo-1-((S)-2-oxopyrrolidin-3-yl) butan-2-yl)amino)-4-methyl-1-oxopentan-2-yl)carbamate